benzyl-D-norvalinate C(C1=CC=CC=C1)N[C@H](CCC)C(=O)[O-]